OC1=C(C=C(C=C1C(CC)(C)C)C(CC)(C)C)C(C)C1=CC(=CC(=C1)C(CC)(C)C)C(CC)(C)C 1'-hydroxy[2,2'-ethylidenebis[4,6-bis(1,1-dimethylpropyl)benzen]]